4-{[6-(5-chloro-2-fluorophenyl)pyridazin-4-yl]amino}-N-[2-(4-methylpiperazin-1-yl)-ethyl]quinoline-7-carboxamide ClC=1C=CC(=C(C1)C1=CC(=CN=N1)NC1=CC=NC2=CC(=CC=C12)C(=O)NCCN1CCN(CC1)C)F